[(9aS)-3-(3-chloro-4-fluoro-phenyl)-3,4,6,7,9,9a-hexahydro-1H-pyrazino[2,1-c][1,4]oxazin-8-yl]-(4-chlorothieno[2,3-b]pyridin-5-yl)methanone ClC=1C=C(C=CC1F)C1CN2[C@H](CO1)CN(CC2)C(=O)C=2C(=C1C(=NC2)SC=C1)Cl